C1(CC1)N(C(=O)C1CN(CCC1)C1=CC(=CC=C1)OC(C(NS(=O)(=O)C1=CC=CC=C1)=O)(C)C)CC1=CC=C(C=C1)C=1SC=CC1 N-Cyclopropyl-1-(3-((2-methyl-1-oxo-1-(phenylsulfonamido)propan-2-yl)oxy)phenyl)-N-(4-(thiophen-2-yl)benzyl)piperidine-3-carboxamide